3-(5-bromo-2-oxo-benzo[ct]indol-1-yl)piperidine-2,6-dione BrC=1C=CC=2C(N(C3=CC=CC1C23)C2C(NC(CC2)=O)=O)=O